ClC1=CC(=C2C(=CNC2=C1Cl)C=1C=NN(C1)C1OCCCC1)N(C(OC(C)(C)C)=O)COCC[Si](C)(C)C tert-Butyl N-[6,7-dichloro-3-(1-tetrahydropyran-2-ylpyrazol-4-yl)-1H-indol-4-yl]-N-(2-trimethylsilylethoxymethyl)carbamate